(S)-3-(5-(4-((1-(4-(8-(2-chlorophenyl)-3-hydroxy-6,7-dihydro-5H-benzo[7]annulen-9-yl)phenyl)piperidin-4-yl)methyl)piperazin-1-yl)-1-oxoisoindolin-2-yl)piperidine-2,6-dione ClC1=C(C=CC=C1)C=1CCCC2=C(C1C1=CC=C(C=C1)N1CCC(CC1)CN1CCN(CC1)C=1C=C3CN(C(C3=CC1)=O)[C@@H]1C(NC(CC1)=O)=O)C=CC(=C2)O